tert-butyl (S)-allyl(2-hydroxybut-3-en-1-yl)carbamate C(C=C)N(C(OC(C)(C)C)=O)C[C@H](C=C)O